NCC(CN1N=CN(C1=O)C1=C(C=C(C=C1)C1=CC2=C(OCO2)C=C1)F)=C(F)F 2-[2-(aminomethyl)-3,3-difluoro-allyl]-4-[4-(1,3-benzodioxol-5-yl)-2-fluoro-phenyl]-1,2,4-triazol-3-one